4-(4-chloro-2-fluorophenyl)-3-(3-chlorophenyl)-5-((1-methylcyclopentyl)methyl)pyrrolidine-2-carboxylic acid ClC1=CC(=C(C=C1)C1C(C(NC1CC1(CCCC1)C)C(=O)O)C1=CC(=CC=C1)Cl)F